S1C(=NC2=C1C=CC=C2)[C@H]2N(C[C@@H](C2)O)C([C@H](C(C)C)N2N=NC(=C2)C(=O)OC(C)(C)C)=O tert-butyl 1-((S)-1-((2S,4R)-2-(benzo[d]thiazol-2-yl)-4-hydroxypyrrolidin-1-yl)-3-methyl-1-oxobutan-2-yl)-1H-1,2,3-triazole-4-carboxylate